OC1=C(C=O)C(=CC=C1)OCC=1C(=NC=CC1)C1=CC=NN1C(C)C 2-HYDROXY-6-((2-(1-ISOPROPYL-1H-PYRAZOL-5-YL)PYRIDINE-3-YL)METHOXY)BENZALDEHYDE